BrC1=C2C=NN(C2=CC(=C1C#CCOCC(=O)OCC)Cl)C1OCCCC1 ethyl 2-((3-(4-bromo-6-chloro-1-(tetrahydro-2H-pyran-2-yl)-1H-indazol-5-yl)prop-2-yn-1-yl)oxy)acetate